C1(=CC=CC=C1)C1(NC=NC(=N1)C1=CC=CC=C1)C1=CC=CC=C1 4,4-Diphenyl-6-phenyl-1,3,5-triazine